N-(3-methoxy-4-(1H-pyrrolo[2,3-b]pyridin-5-yl)phenyl)-2-methylnicotinamide COC=1C=C(C=CC1C=1C=C2C(=NC1)NC=C2)NC(C2=C(N=CC=C2)C)=O